Sodium (decanoyloxy) benzene-1-sulfonate C1(=CC=CC=C1)S(=O)(=O)OOC(CCCCCCCCC)=O.[Na]